2-ethynyl-N-(3-(thiazol-4-yl)phenethyl)thiazole-4-carboxamide C(#C)C=1SC=C(N1)C(=O)NCCC1=CC(=CC=C1)C=1N=CSC1